F[B-](F)(F)F.C(CCCCC)N1CC=CC=C1 N-hexylpyridine tetrafluoroborate salt